C(C)[C@H]1N(CCCNC1)S(=O)(=O)C1=C(C=CC=C1)[N+](=O)[O-] (R)-2-ethyl-1-(2-nitrophenylsulfonyl)-1,4-diazepan